C(=O)C=1C=CC(=NC1)NS(=O)(=O)C1=CC=C(C)C=C1 N-(5-formylpyridin-2-yl)p-toluenesulfonamide